C(C)(C)SC1=CC(=C(C=C1OC)[C@H]1CNCCC1)OC (S)-3-(4-(isopropylsulfanyl)-2,5-Dimethoxyphenyl)piperidine